N1=CC=C(C=C1)C1=CC=2NC3=CC=C(C=C3C2C=C1)C=1CCNCC1 2-(pyridin-4-yl)-6-(1,2,3,6-tetrahydropyridin-4-yl)-9H-carbazole